COC1=CC=C(C=N1)C1COC2=C(O1)C=CC(=C2)C(=O)OC methyl 2-(6-methoxypyridin-3-yl)-2,3-dihydrobenzo[b][1,4]dioxin-6-carboxylate